CC1=NOC(=C1C=1C=C2C(=NC1)N(C=C2C2=C(C=C(C(=O)O)C=C2)OC(F)(F)F)C=2C(=NN(C2)CC)C)C 4-(5-(3,5-dimethylisoxazol-4-yl)-1-(1-ethyl-3-methyl-1H-pyrazol-4-yl)-1H-pyrrolo[2,3-b]pyridin-3-yl)-3-(trifluoromethoxy)benzoic acid